F[C@H]1CN(CC[C@H]1NC=1C=2N(C=CC1)C(=C(N2)C#CCNC2=CC(NC=C2OC)=O)SC(F)(F)F)C 4-((3-(8-(((3S,4R)-3-fluoro-1-methylpiperidin-4-yl)amino)-3-((trifluoromethyl)thio)imidazo[1,2-a]pyridin-2-yl)prop-2-yn-1-yl)amino)-5-methoxypyridin-2(1H)-one